7-chloro-2-iodo-3-(2,2,2-trifluoroethyl)thieno[3,2-b]pyridine ClC1=C2C(=NC=C1)C(=C(S2)I)CC(F)(F)F